1-(4-((3R,4S)-3-cyclohexyl-7-hydroxyisochroman-4-yl)phenyl)piperidine-4-carbaldehyde C1(CCCCC1)[C@H]1OCC2=CC(=CC=C2[C@@H]1C1=CC=C(C=C1)N1CCC(CC1)C=O)O